4-[5-chloro-6-oxo-2-(4-pyridyl)-1H-pyrimidin-4-yl]-3,6-dihydro-2H-pyridine-1-carboxylic acid tert-butyl ester C(C)(C)(C)OC(=O)N1CCC(=CC1)C=1N=C(NC(C1Cl)=O)C1=CC=NC=C1